[Si](C)(C)(C(C)(C)C)O[C@H]1C[C@@H](O[C@]1(C=C)CO[Si](C)(C)C(C)(C)C)N1CNCC=C1 1-[(2R,4S,5R)-4-[(tert-butyldimethylsilyl)oxy]-5-{[(tert-butyldimethylsilyl)oxy]methyl}-5-ethenyloxolan-2-yl]-3H-pyrimidine